6-bromo-4-isochromanone BrC=1C=C2C(COCC2=CC1)=O